(R)-4-(2-(1-((2,4-dimethylpyridin-3-yl)methyl)-3-(hydroxymethyl)pyrrolidin-3-yl)ethyl)benzonitrile CC1=NC=CC(=C1CN1C[C@@](CC1)(CO)CCC1=CC=C(C#N)C=C1)C